2-[(3R)-3-methylmorpholin-4-yl]-8-(1H-pyrazol-5-yl)-4-(pyrrolidin-1-yl)-1,7-naphthyridine C[C@H]1N(CCOC1)C1=NC2=C(N=CC=C2C(=C1)N1CCCC1)C1=CC=NN1